C(C)(C)(C)C1=C(C(=CC(=C1)C(N1CCCCC1)C1=CC(=CC=C1)[N+](=O)[O-])C(C)(C)C)O 2,6-di-t-butyl-4-[(3-nitrophenyl)-1-piperidylmethyl]phenol